FC=1C=C(CN2C[C@H](N(CC2)C(=O)OC=2C=NC=C(C2)C(N)=O)C)C=C(C1)C(F)(F)F 5-carbamoylpyridin-3-yl (R)-4-(3-fluoro-5-(trifluoromethyl)benzyl)-2-methylpiperazine-1-carboxylate